8-Bromo-N-[(4S)-3,4-dihydro-2H-chromen-4-yl]-4-(morpholin-4-yl)quinoline-3-carboxamide (E)-4-(2-chlorophenyl)-2,2-difluoro-3-butenoate ClC1=C(C=CC=C1)/C=C/C(C(=O)O)(F)F.BrC=1C=CC=C2C(=C(C=NC12)C(=O)N[C@H]1CCOC2=CC=CC=C12)N1CCOCC1